CC1=NC(=CC(=N1)NC1=CC=C(C=N1)C(=O)NC([2H])([2H])[2H])C 6-((2,6-dimethylpyrimidin-4-yl)amino)-N-(methyl-d3)pyridine-3-carboxamide